copper succinamate C(CCC(=O)N)(=O)[O-].[Cu+2].C(CCC(=O)N)(=O)[O-]